N-(3-ethoxypropyl)-3-(imidazolyl)propan-1-amine C(C)OCCCNCCCC=1NC=CN1